ClCC1=C(N=CN1C1CSC1)C 5-(chloromethyl)-4-methyl-1-(thietan-3-yl)imidazole